sorbic acid octanoate C(CCCCCCC)(=O)O.C(\C=C\C=C\C)(=O)O